3-(methacryloyloxymethyl)oxetane nickel-nickel molybdenum [Mo].[Ni].[Ni].C(C(=C)C)(=O)OCC1COC1